(R)-6-(4-(6-aminohexyl)piperazin-1-yl)-N-(1-(3-fluorophenyl)piperidin-3-yl)pyrimidin-4-amine NCCCCCCN1CCN(CC1)C1=CC(=NC=N1)N[C@H]1CN(CCC1)C1=CC(=CC=C1)F